(6-chloropyridin-3-yl)(cyclopropyl)(imino)-λ6-sulfanone ClC1=CC=C(C=N1)S(=O)(=N)C1CC1